NC1=C(C=CC=C1)NC(=O)C=1N=CN2C1C=CC(=C2)Br N-(2-aminophenyl)-6-bromoimidazo[1,5-a]pyridine-1-carboxamide